C12C(C3CC(CC(C1)C3)C2)NC(CN2C(C(=CC=C2)NC([C@H](CCC(C(=O)NC)=O)NC(=O)C2=NC=CN=C2)=O)=O)=O (S)-N1-(1-(2-(2-adamantylamino)-2-oxoethyl)-2-oxo-1,2-dihydropyridin-3-yl)-N6-methyl-5-oxo-2-(pyrazine-2-carboxamido)hexanediamide